C(=O)(OCC1C2=CC=CC=C2C2=CC=CC=C12)N[C@@H](CC1=CC=C(C=C1)C)C(=O)O Fmoc-4-methyl-L-phenylalanine